NC=1C2=C(N=CN1)N(C(=C2C(=O)NC2=CC=C(C=C2)COC)C#CCN2CCOCC2)C2(CC2)C 4-amino-N-[4-(methoxymethyl)phenyl]-7-(1-methylcyclopropyl)-6-(3-morpholinoprop-1-yn-1-yl)-7H-pyrrolo[2,3-D]pyrimidine-5-carboxamide